C(C1=CC=CC=C1)NC=1C=C(C=NC1)S(=O)(=O)N1C=C(C=C1C1=C(C=CC=C1)F)CN(C(OC(C)(C)C)=O)C tert-butyl N-[(1-{[5-(benzylamino) pyridin-3-yl] sulfonyl}-5-(2-fluorophenyl)-1H-pyrrol-3-yl) methyl]-N-methylcarbamate